COC(=O)C1=CC2=C(N=C(N2CCOC)CC2=C(C=C(C=C2)C2=NSC(=N2)OCC2=C(C=C(C=C2)C#N)F)F)C=C1 2-{[4-[5-[(4-cyano-2-fluoro-phenyl)methoxy]-1,2,4-thiadiazol-3-yl]-2-fluoro-phenyl]Methyl}-3-(2-methoxyethyl)benzimidazole-5-carboxylic acid methyl ester